tert-butyl 4-(2-((((1S,4S)-4-(3-(difluoromethyl)-4-((diphenylmethylene)amino)-1H-pyrazol-1-yl)-1-hydroxycyclohexyl)methyl)(methyl)amino)ethyl)piperidine-1-carboxylate FC(C1=NN(C=C1N=C(C1=CC=CC=C1)C1=CC=CC=C1)C1CCC(CC1)(O)CN(CCC1CCN(CC1)C(=O)OC(C)(C)C)C)F